8-chloro-6-iodo-7-(pyridin-4-yl)-3,4-dihydropyrrolo[1,2-a]pyrazin-1(2H)-one ClC=1C(=C(N2C1C(NCC2)=O)I)C2=CC=NC=C2